3-(6-Chloro-3-pyridyl)-2-[(3R)-pyrrolidin-3-yl]propanoic acid ClC1=CC=C(C=N1)CC(C(=O)O)[C@@H]1CNCC1